NCCOC=CC(OC)COC aminoethoxyvinyl-glyme